1-(3-chloro-4-methylphenyl)-3-((1-(2,6-dioxopiperidin-3-yl)-2-oxo-1,2,6,7,8,8a-Hexahydrobenzo[cd]indol-4-yl)methyl)urea ClC=1C=C(C=CC1C)NC(=O)NCC=1C=C2C3=C(C(N(C3CCC2)C2C(NC(CC2)=O)=O)=O)C1